F[C@@]1(C(O)O[C@@H]([C@H]([C@@H]1O)O)CO)O D-2-fluoroglucopyranose